C(C1=CC=CC=C1)OC=1C=CC(=NC1)CC1CCN(CC1)C(=O)OC(C)(C)C Tert-butyl 4-[(5-benzyloxy-2-pyridyl)methyl]piperidine-1-carboxylate